(1R,2S)-N-(7-chloro-6-(1-((3R,4R)-4-fluoro-3-methyltetrahydrofuran-3-yl)piperidin-4-yl)isoquinolin-3-yl)-2-cyanocyclobutane-1-carboxamide ClC1=C(C=C2C=C(N=CC2=C1)NC(=O)[C@H]1[C@H](CC1)C#N)C1CCN(CC1)[C@@]1(COC[C@@H]1F)C